1-(4-(2-(4-cyclopropylpiperazin-1-yl)-4-(trifluoromethyl)benzyl)piperazine-1-carbonyl)-1H-pyrazole-3-carboxylic acid C1(CC1)N1CCN(CC1)C1=C(CN2CCN(CC2)C(=O)N2N=C(C=C2)C(=O)O)C=CC(=C1)C(F)(F)F